benzyl (1S,3S,5S)-2-((4-(3-(methoxycarbonyl)phenoxy)butanoyl)glycyl)-5-methyl-2-azabicyclo[3.1.0]hexane-3-carboxylate COC(=O)C=1C=C(OCCCC(=O)NCC(=O)N2[C@H]3C[C@]3(C[C@H]2C(=O)OCC2=CC=CC=C2)C)C=CC1